cobalt tetracobalt [Co].[Co].[Co].[Co].[Co]